8-[1-(2,2-difluoroethyl)-1H-pyrazolo[3,4-b]pyrazin-6-yl]-2-[2-(trifluoromethyl)pyrimidin-5-yl]-2,8-diazaspiro[4.5]decan-1-one FC(CN1N=CC=2C1=NC(=CN2)N2CCC1(CCN(C1=O)C=1C=NC(=NC1)C(F)(F)F)CC2)F